C[C@@H]1OCC2([C@@H]1NC(OC(C)(C)C)=O)CCN(CC2)C2=NC=CC1=C2C=NN1COCC[Si](C)(C)C tert-butyl N-[(3S,4S)-3-methyl-8-[1-(2-trimethylsilylethoxymethyl) pyrazolo[4,3-c]pyridin-4-yl]-2-oxa-8-azaspiro[4.5]decan-4-yl]carbamate